(3,4-dichloro-1H-indol-7-yl)-4-((2-propylpiperazin-1-yl)sulfonyl)benzenesulfonamide ClC1=CNC2=C(C=CC(=C12)Cl)C1=C(C=CC(=C1)S(=O)(=O)N1C(CNCC1)CCC)S(=O)(=O)N